C(C)N(C(=O)[C@H]1CN([C@@H]2CC3=CNC4=CC=CC(C2=C1)=C34)C)CC 9,10-didehydro-N,N-diethyl-6-methylergoline-8β-carboxamide